NCC1CN(CCC2=C1C=CC=C2)C(CN2C(C1=CC(=CC=C1C2)C2=NC(=NC=C2Cl)NC(CCO)CC)=O)=O 2-{2-[1-(aminomethyl)-2,3,4,5-tetrahydro-1H-3-benzazepin-3-yl]-2-oxoethyl}-6-{5-chloro-2-[(oxa-hex-4-yl)amino]pyrimidin-4-yl}-2,3-dihydro-1H-isoindol-1-one